C(C)C(C(=O)O)C(CCC)=O.C(C)OC(CC(CCC)=O)=O ethyl-3-oxohexanoate (Ethyl 3-oxohexanoate)